ethyl 2-(4-((3-cyano-4-fluorophenyl) carbamoyl)-1-methyl-1H-pyrrol-2-yl)-2-oxoacetate C(#N)C=1C=C(C=CC1F)NC(=O)C=1C=C(N(C1)C)C(C(=O)OCC)=O